3-{2-[(2R,6S)-2,6-dimethyl-1-piperidyl]ethyl}-6-{[2-(1-methylpyrazol-4-yl)-4-pyridyl]oxy}quinazolin-4-one C[C@H]1N([C@H](CCC1)C)CCN1C=NC2=CC=C(C=C2C1=O)OC1=CC(=NC=C1)C=1C=NN(C1)C